CS(=O)(=O)O[C@@H]1[C@@H](CC1)CC=C (1S,2S)-2-ALLYLCYCLOBUTANOL METHANESULFONATE